ClC=1N=NC(=CC1C(F)(F)F)Cl 3,6-dichloro-4-(trifluoromethyl)pyridazine